2-(4-chloro-3-fluorophenoxy)-N-[(3S)-3-hydroxy-4-{2-[(naphthalen-2-yl)oxy]acetamido}bicyclo[2.2.2]octan-1-yl]acetamide ClC1=C(C=C(OCC(=O)NC23C[C@@H](C(CC2)(CC3)NC(COC3=CC2=CC=CC=C2C=C3)=O)O)C=C1)F